2,3-difluoro-trifluorotoluene FC1=C(C(F)(F)F)C=CC=C1F